2-((1E,3E)-4-(4-(dimethylamino)phenyl)butan-1,3-dien-1-yl)-3-(2-hydroxyethyl)-1,1-dimethyl-1H-benzo[e]indol-3-ium iodide [I-].CN(C1=CC=C(C=C1)/C=C/C=C/C1=[N+](C=2C=CC3=C(C2C1(C)C)C=CC=C3)CCO)C